C(=C)C1(C(=O)OCCCC1)C=C α,α-divinyl-ε-caprolactone